N-[(1R,2R,3S,5R)-2-hydroxy-2,6,6-trimethyl-norpinan-3-yl]-2-methyl-4H-pyrrolo[2,3-d]thiazole-5-carboxamide O[C@@]1([C@H]2C([C@@H](C[C@@H]1NC(=O)C1=CC3=C(N=C(S3)C)N1)C2)(C)C)C